C1(CC1)C1=NC(=NN1C1=CC=CC=C1)SCC(=O)NC1=C(C2=C(S1)CCC2)C(=O)N 2-{2-[(5-cyclopropyl-1-phenyl-1H-1,2,4-triazol-3-yl)sulfanyl]acetamido}-4H,5H,6H-cyclopenta[b]thiophene-3-carboxamide